[1,2,3]triazolo[1,5-a]pyridin-4-ol N1=NC=C2N1C=CC=C2O